allyl-cyclopentyl-phosphinic acid C(C=C)P(O)(=O)C1CCCC1